FC(C1=NC(=NO1)C1=CC=C(C=C1)CN1N=C(C=C1)C1=NC=CC=C1C(=O)OCC)(F)F ethyl 2-[1-[[4-[5-(trifluoromethyl)-1,2,4-oxadiazol-3-yl]phenyl]methyl] pyrazol-3-yl]pyridine-3-carboxylate